C(C)OC(=O)C=1C(C=C2N(C(CC3=CC(=C(C=C23)OC)C2=CN=C(S2)N2CCC(CC2)O)C(C)(C)C)C1)=O 6-tert-butyl-9-[2-(4-hydroxypiperidin-1-yl)thiazol-5-yl]-10-methoxy-2-oxo-6,7-dihydro-2H-pyrido[2,1-a]isoquinoline-3-carboxylic acid ethyl ester